C(C(C)C)O[Ti]OCC(C)C diisobutoxytitanium